4-(3-amino-7-(5-(2-(dimethylamino)ethoxy)pyridin-2-yl)-1H-pyrazolo[4,3-c]pyridin-2-yl)-1H-pyrazolo[4,3-c]pyridin NC1N(NC2=C1C=NC=C2C2=NC=C(C=C2)OCCN(C)C)C2=NC=CC1=C2C=NN1